4-[5-(6-methylpyrimidin-4-yl)-1H-pyrazole-3-carbonyl]-4-azaspiro[2.5]octane-7-carboxylic acid CC1=CC(=NC=N1)C1=CC(=NN1)C(=O)N1C2(CC2)CC(CC1)C(=O)O